Dichloromethylpropyl-Silane ClC(Cl)[SiH2]CCC